FC1=CC(=C(C=C1)C=1C2=C(C(=NN1)N[C@H]1CN(CCC1)C1CN(C1)C(=O)OC(C)(C)C)CCC2)O tert-butyl (R)-3-(3-((4-(4-fluoro-2-hydroxyphenyl)-6,7-dihydro-5H-cyclopenta[d]pyridazin-1-yl)amino)piperidin-1-yl)azetidine-1-carboxylate